C(C1=CC=CC=C1)OC1=CC=C2C3=C(C(OC2=C1)=O)C=C(C=C3)Br 3-(benzyloxy)-8-bromo-6H-benzo[c]chromen-6-one